N-(2-methylpyrazolo[1,5-a]pyridin-5-yl)pyrimidine CC1=NN2C(C=C(C=C2)N2CN=CC=C2)=C1